ClC1=C(C(=C(C=C1OC)OC)Cl)C1=NC(=C2C=C(N=CC2=C1)NC1=C(C=CC=C1C)NC(C=C)=O)NC1CC(C1)(F)F N-(2-((7-(2,6-dichloro-3,5-dimethoxyphenyl)-5-((3,3-difluorocyclobutyl)amino)-2,6-naphthyridin-3-yl)amino)-3-methylphenyl)acrylamide